tert-butyl (1R,5S,6s)-6-((6-(4-fluorophenyl)-4-(1-methoxy-1-oxopropan-2-yl)pyridin-2-yl)oxy)-3-azabicyclo[3.1.0]hexane-3-carboxylate FC1=CC=C(C=C1)C1=CC(=CC(=N1)OC1[C@@H]2CN(C[C@H]12)C(=O)OC(C)(C)C)C(C(=O)OC)C